3-(1-oxo-5-(2-oxo-3-(tetrahydrofuran-3-yl)imidazolidin-1-yl)isoindolin-2-yl)piperidine-2,6-dione O=C1N(CC2=CC(=CC=C12)N1C(N(CC1)C1COCC1)=O)C1C(NC(CC1)=O)=O